C(CCC(C)C)OP(OCCCC(C)C)(=O)CCC(=O)NO (3-(hydroxyamino)-3-oxo-propyl)phosphonic acid diisohexyl ester